ClC1=C(C(=CC=C1)F)C1=NOC(=C1CO[C@H]1[C@@H]2CN[C@H](C1)C2)C2CC2 (1S,4S,5R)-5-[[3-(2-chloro-6-fluorophenyl)-5-cyclopropyl-1,2-oxazol-4-yl]methoxy]-2-azabicyclo[2.2.1]heptane